CC1(OC=2C=C(C=C(C2[C@H]2[C@H]1CCC(=C2)C)O)CCC)C (6aR,10aR)-6,6,9-trimethyl-3-propyl-6a,7,8,10a-tetrahydro-6H-benzo[c]chromene-1-ol